2-(1,2,2,6,6-Pentamethyl-4-piperidyl)-6-[rac-(2R,5S)-5-methyl-2-piperidyl]indazole CN1C(CC(CC1(C)C)N1N=C2C=C(C=CC2=C1)[C@@H]1NC[C@H](CC1)C)(C)C |r|